C(CCC)(=O)[O-].C(CCC)(=O)[O-].C(CC(=O)C)(=O)OCC.[Al+2] aluminum ethyl acetoacetate din-butyrate